(4-(benzyloxy)-5-fluoro-2-methylphenyl) carbamate C(N)(OC1=C(C=C(C(=C1)F)OCC1=CC=CC=C1)C)=O